ClC=1C(=CC(=NC1)C(C(=O)N)C1CC(CCC1)=O)C1=C2N(N=C1)CC(C2)(C)C (5-chloro-4-(5,5-dimethyl-5,6-dihydro-4H-pyrrolo[1,2-b]pyrazol-3-yl)pyridin-2-yl)-2-(3-oxocyclohexyl)acetamide